C(C)(C)(C)OC(=O)N1CCC(CC1)N(C)C1CCC1 4-(cyclobutyl-(methyl)amino)piperidine-1-carboxylic acid tert-butyl ester